2-(3-(2,6-Dichloropyridin-4-yl)-1-isobutyl-1H-pyrazole-4-carbonyl)-N-methylhydrazine-1-carbothioamide ClC1=NC(=CC(=C1)C1=NN(C=C1C(=O)NNC(NC)=S)CC(C)C)Cl